[(2R,3R,4R,5R)-3,4-diacetoxy-5-[2-chloro-6-(1-phenylisoindolin-2-yl)purin-9-yl]tetrahydrofuran-2-yl]methyl acetate C(C)(=O)OC[C@H]1O[C@H]([C@@H]([C@@H]1OC(C)=O)OC(C)=O)N1C2=NC(=NC(=C2N=C1)N1C(C2=CC=CC=C2C1)C1=CC=CC=C1)Cl